CCCCCCCCCCC normal undecane